4-benzyloxy-2-chloro-5-(1,2-dimethoxy-2-oxo-ethyl)-6-methyl-pyridine-3-carboxylic acid ethyl ester C(C)OC(=O)C=1C(=NC(=C(C1OCC1=CC=CC=C1)C(C(=O)OC)OC)C)Cl